ClC1=C(C=NN(C1=O)C)N[C@@H]1C[C@@H](CN(C1)C)C1=CC=C(C(=O)N2CCC3(CC2)CCN(CC3)C3=CC(=C(C=C3F)C3C(NC(CC3)=O)=O)F)C=C1 3-[4-[3-[4-[(3R,5R)-5-[(5-chloro-1-methyl-6-oxo-pyridazin-4-yl)amino]-1-methyl-3-piperidyl]benzoyl]-3,9-diazaspiro[5.5]undecan-9-yl]-2,5-difluoro-phenyl]piperidine-2,6-dione